[I-].[Si](C)(C)(C(C)(C)C)O[C@H]1CN(CC1)C(=O)N1C=[N+](C=C1)C (R)-1-(3-((tert-butyldimethylsilyl)oxy)pyrrolidine-1-carbonyl)-3-methyl-1H-imidazole-3-ium iodide